5-(2-(4-(morpholinomethyl)phenyl)-1H-pyrrolo[2,3-b]pyridin-4-yl)-7-phenyl-1H-indazol-3-amine O1CCN(CC1)CC1=CC=C(C=C1)C1=CC=2C(=NC=CC2C=2C=C3C(=NNC3=C(C2)C2=CC=CC=C2)N)N1